FC(C=1C=C(C=C(C1)C(F)(F)F)C1=NN(C=N1)\C=C/C(=O)NC1CCC2=NC=CC=C21)(F)F (Z)-3-(3-(3,5-bis(trifluoromethyl)phenyl)-1H-1,2,4-triazol-1-yl)-N-(6,7-dihydro-5H-cyclopenta[b]pyridin-5-yl)acrylamide